(+)-1-amino-2-[5-chloro-6-(4-fluorophenyl)-4-(2-hydroxypropan-2-yl)pyridin-2-yl]Propan-2-ol NCC(C)(O)C1=NC(=C(C(=C1)C(C)(C)O)Cl)C1=CC=C(C=C1)F